C(C)OC(=O)C=1N=C(SC1)N1CCCC2=C1N=NC(=C2)NC=2SC1=C(N2)C=CC=C1.BrC1=C(C(=CC=C1)F)B(C1=C(C(=CC=C1F)F)F)C1=C(C(=CC=C1F)F)F (2-bromo-6-fluorophenyl)bis(2,3,6-trifluorophenyl)borane ethyl-2-{3-[(1,3-benzothiazol-2-yl)amino]-5H,6H,7H,8H-pyrido[2,3-c]pyridazin-8-yl}-1,3-thiazole-4-carboxylate